CC1(CCC(CC1)=CCC1OCCCO1)C 2-(2-(4,4-dimethylcyclohex-ylidene)ethyl)-1,3-dioxan